C1(=CC=CC=C1)C=1N=C(C2=C(N1)NC=C2)N[C@@H]2CC[C@H](CC2)O trans-4-[(2-Phenyl-7H-pyrrolo[2,3-d]pyrimidin-4-yl)amino]cyclohexanol